P(=O)(OCC(COC(CCCCCCCCCCCCCCC)=O)OC(CCCCCCCCCCCCCCC)=O)(OCC[N+]1(CCCCC1)C)[O-] 2,3-bis(palmitoyloxy)propyl (2-(1-methylpiperidin-1-ium-1-yl)ethyl) phosphate